FC1=C(C(=CC(=C1)F)OCCOC)C1=C2C(=C(N=C1C=1C=NC=3CCN(CC3C1)C(=O)[O-])C=1C=C3C=NN(C3=CC1)C)SC=C2 3-[4-[2,4-difluoro-6-(2-methoxyethoxy)phenyl]-7-(1-methylindazol-5-yl)thieno[2,3-c]pyridin-5-yl]-7,8-dihydro-5H-1,6-naphthyridine-6-carboxylate